C(C=1C(C(=O)[O-])=CC(C(=O)[O-])=CC1)(=O)OCCCCCCC(C)C isononyl trimellitate